N'-hydroxy-1,2,5-oxadiazole ON1C=CNO1